C(C)(C)(C)OC(=O)N1[C@@H](C(=C[C@H](C1)N(S(=O)(=O)C1=C(C=CC=C1)[N+](=O)[O-])OCC=C)C)CO (2s,5r)-5-(N-(allyloxy)-2-nitrophenylsulfonamido)-2-(hydroxymethyl)-3-methyl-5,6-dihydropyridine-1(2H)-carboxylic acid tert-butyl ester